C1(CCCC1)N1C(=CC2=CN=C(N=C12)NC1=CC=C(C=C1)C1=CSC=2C(C=C(OC12)N1CCOCC1)=O)C(=O)N(C)C {1-Cyclopentyl-6-[p-(5-morpholino-7-oxo-4-oxa-1-thia-3-indenyl)phenylamino]-1,5,7-triaza-1H-inden-2-yl}(dimethylamino)formaldehyde